CC([C@H](N)C(=O)O)(CSC)C 3,3-dimethylmethionine